ClC=1C=CC(=C(C1)C1=CC(NN=C1OC)=O)N1N=NC(=C1)Cl 5-(5-chloro-2-(4-chloro-1H-1,2,3-triazol-yl)phenyl)-6-methoxypyridazin-3(2H)-one